tert-butyl 7-[(3-methyl-4-nitrophenyl)amino]-1,2,3,4-tetrahydro-2,6-naphthyridine-2-carboxylate CC=1C=C(C=CC1[N+](=O)[O-])NC1=NC=C2CCN(CC2=C1)C(=O)OC(C)(C)C